3-(2,6-diisopropylphenyl)-11-((9-(pyridin-2-yl)-9H-carbazol-2-yl)oxy)imidazo[1,2-f]phenanthridine C(C)(C)C1=C(C(=CC=C1)C(C)C)C1=CN=C2N1C=1C=CC=CC1C=1C=CC(=CC21)OC2=CC=1N(C3=CC=CC=C3C1C=C2)C2=NC=CC=C2